FC=1C=C(C=CC1OC1=NC(=CC=C1)OC)N1C(=CC=2N=CN=C(C21)NCC2=CC=C(C=C2)OC)C2=C(C=C(C=N2)NC(CCS(=O)(=O)C2=CC=CC=C2)=O)OC N-(6-(5-(3-fluoro-4-((6-methoxypyridin-2-yl)oxy)phenyl)-4-((4-methoxybenzyl)amino)-5H-pyrrolo[3,2-d]pyrimidin-6-yl)-5-methoxypyridin-3-yl)-3-(benzenesulfonyl)propanamide